ClC1=CC=C(N=N1)N1C[C@@H]2[C@H](C1)CCC2 (3aR,5s,6aS)-N-(6-Chloropyridazin-3-yl)octahydrocyclopenta[c]pyrrole